ethyl (7R)-2-[4-(2,4-difluorophenoxy)phenyl]-7-[4-(2-nitrobenzene-1-sulfonyl)piperazin-1-yl]-4,5,6,7-tetrahydro-2H-pyrazolo[4,3-b]pyridine-3-carboxylate FC1=C(OC2=CC=C(C=C2)N2N=C3C(NCC[C@H]3N3CCN(CC3)S(=O)(=O)C3=C(C=CC=C3)[N+](=O)[O-])=C2C(=O)OCC)C=CC(=C1)F